N1(NCCCCC1)CCC(=C)C1=CC=CC=C1 1-(N-diazepanyl)-3-phenylbut-3-ene